CNC(C1=NC=C(C(=C1)C)NC1=CC2=C(C=N1)N(C(N2C2CCOCC2)=O)C)=O N,4-dimethyl-5-((3-methyl-2-oxo-1-(tetrahydro-2H-pyran-4-yl)-2,3-dihydro-1H-imidazo[4,5-c]pyridin-6-yl)amino)picolinamide